NC1=NC=NN2C1=C(C=C2C2CCN(CC2)C(C(C)C)=O)C2=C(C=C(C=C2)NC(=O)C=2C(N(N1C2CCCC1)C1=CC=CC=C1)=O)F N-(4-(4-amino-7-(1-isobutyrylpiperidin-4-yl)pyrrolo[2,1-f][1,2,4]triazin-5-yl)-3-fluorophenyl)-2-oxo-1-phenyl-1,2,4,5,6,7-hexahydropyrazolo[1,5-a]pyridine-3-carboxamide